CC1(OC2=C(C(C1)=O)C(=C(C(=C2)OS(=O)(=O)C2=CC=C(C)C=C2)C(=O)[O-])O)C 2,2-dimethyl-5-hydroxy-4-oxo-7-p-toluenesulfonyloxy-2,3-dihydrobenzopyran-6-carboxylate